Cl.NC(CCCCCB(O)O)C1=NN=NN1CC(=O)NCC1=CC=C(C=C1)Cl (6-amino-6-(1-(2-((4-chlorobenzyl)amino)-2-oxoethyl)-1H-tetrazol-5-yl)hexyl)boronic acid hydrochloride